OC(=O)C(F)(F)F.CC1=C(C(NC(=C1)C)=O)CC1=C(C(=C(C(=O)N)C=C1C=1C=NC=CC1)C)N(CC)C1CCC(CC1)N(C)C (4,6-dimethyl-2-oxo-1,2-dihydropyridin-3-yl)methyl-3-(((1r,4r)-4-(dimethylamino)cyclohexyl)(ethyl)amino)-5-(pyridin-3-yl)-2-methylbenzamide TFA Salt